(2E)-3-(6-bromopyridin-3-yl)-2,3-difluoroprop-2-enoic acid BrC1=CC=C(C=N1)\C(=C(\C(=O)O)/F)\F